triethoxy-(t-butoxy)-silane C(C)O[Si](OC(C)(C)C)(OCC)OCC